2,2-dimethoxy-1-(4-trimethoxysilylbutyl)-1-aza-2-silahexane CO[Si](NCCCC[Si](OC)(OC)OC)(CCCC)OC